OC1=C(C=C(C(=C1)O)C(C)C)C1=NN=C(N1C1=CC=C(CN2CCN(CC2)CC(=O)OC(C)(C)C)C=C1)C(NCC)=O tert-butyl 2-(4-(4-(3-(2,4-dihydroxy-5-isopropylphenyl)-5-(ethylcarbamoyl)-4H-1,2,4-triazol-4-yl)benzyl)piperazin-1-yl)acetate